6-(2-(tert-butylamino)-2-oxoethyl)-N-(3-fluoro-5-(trifluoromethyl)phenyl)-6-azaspiro[2.5]octane-1-carboxamide C(C)(C)(C)NC(CN1CCC2(CC2C(=O)NC2=CC(=CC(=C2)C(F)(F)F)F)CC1)=O